N1N=CC=C1NC=1NC=2N(C(C1C=1C=C3C=CC=NC3=CC1)=O)N=C(C2C2=CCCCC2)C2=CC=CC=C2 5-((1H-pyrazol-5-yl)amino)-3-(cyclohex-1-en-1-yl)-2-phenyl-6-(quinolin-6-yl)pyrazolo[1,5-a]pyrimidin-7(4H)-one